2-oxabicyclo[3.1.0]hexane-6-carboxylic acid C12OCCC2C1C(=O)O